O[C@@H]1C[C@H](N(C1)C([C@H](C(C)C)N1N=NC(=C1)C1=NC=CC=N1)=O)C(=O)NC (2S,4R)-4-hydroxy-N-methyl-1-((S)-3-methyl-2-(4-(pyrimidin-2-yl)-1H-1,2,3-triazol-1-yl)butanoyl)pyrrolidine-2-carboxamide